ClC1=CC(=C(C=NS(=O)C(C)(C)C)C=C1)C=1C=NN(C1)C N-(4-chloro-2-(1-methyl-1H-pyrazol-4-yl)benzylidene)-2-methylpropane-2-sulfinamide